C1(=CC=C(\C=C\C)C=C1)OC trans-anethol